(E)-4-(2-nitrovinyl)-1H-indole [N+](=O)([O-])/C=C/C1=C2C=CNC2=CC=C1